C(CCCC\C=C/C\C=C/C\C=C/C\C=C/CC)(=O)[O-] stearidonoate